N,N-diethylaminoacetyl chloride hydrochloride Cl.C(C)N(CC)CC(=O)Cl